(E)-4-methoxy-N-(3-((4-methoxyphenyl)amino)-2-methylcyclopent-2-en-1-ylidene)anilinium 4-methylbenzenesulfonate CC1=CC=C(C=C1)S(=O)(=O)[O-].COC1=CC=C(/[NH+]=C\2/C(=C(CC2)NC2=CC=C(C=C2)OC)C)C=C1